FC=1C(=CC2=C(C(NC=3CNCC(C23)NC)=O)C1)F 8,9-difluoro-1-(methylamino)-1,3,4,5-tetrahydrobenzo[c][1,7]Naphthyridin-6(2H)-one